CC1N(CCC1NC)C(=O)OC(C)(C)C tert-butyl 2-methyl-3-(methylamino)pyrrolidine-1-carboxylate